ClC=1C=NN(C(C1Cl)=O)C(C(=O)OCC)F Ethyl 2-(4,5-dichloro-6-oxopyridazin-1(6H)-yl)-2-fluoroacetate